methyl 5-bromo-1-methyl-1H-pyrrole-2-carboxylate BrC1=CC=C(N1C)C(=O)OC